(2-(pyridin-3-yl) thiazol-5-yl) phenylpyridine-3-sulfonate C1(=CC=CC=C1)C1=NC=CC=C1S(=O)(=O)OC1=CN=C(S1)C=1C=NC=CC1